C(C)(C)(C)C1CCN(CC1)C(=O)NC1=CC(=C(C(=C1)C=1N=NNN1)C=1C=C2C=NN(C2=CC1)C)F 4-(Tert-butyl)-N-(3-fluoro-4-(1-methyl-1H-indazol-5-yl)-5-(2H-tetrazol-5-yl)phenyl)piperidine-1-carboxamide